CC(CC(CC)=O)=O Hexan-2,4-dion